NC1=NN2C(C(=NC=C2)N2CC(C2)(N2N=CC(=C2)CC)CC#N)=N1 2-(1-(2-amino-[1,2,4]triazolo[1,5-a]pyrazin-8-yl)-3-(4-ethyl-1H-pyrazol-1-yl)azetidin-3-yl)acetonitrile